ethyl 2-(4-fluoro-1-methyl-6,7-dihydro-5H-cyclopenta[c]pyridin-6-yl)pent-4-enoate FC=1C2=C(C(=NC1)C)CC(C2)C(C(=O)OCC)CC=C